2-(3,4-methylenedihydroxyphenyl)-4,6-bis(trichloromethyl)-1,3,5-triazine C1C=2C(=C(C=C(C21)O)C2=NC(=NC(=N2)C(Cl)(Cl)Cl)C(Cl)(Cl)Cl)O